The molecule is a tetracyclic diterpenoid with formula C20H22O4, originally isolated from Tripterygium wilfordii. It has a role as a plant metabolite. It is a gamma-lactone, an organic heterotetracyclic compound, a member of phenols, a tetracyclic triterpenoid, a cyclic terpene ketone and an aromatic ketone. CC(C)C1=C(C2=C(C=C1)[C@@]3(CCC4=C([C@H]3CC2=O)COC4=O)C)O